(R)-1-(2,5-difluoro-pyridin-3-yl)ethyl (4-(5-((3-chloro-bicyclo[1.1.1]-pentan-1-yl)-carbamoyl)pyridin-2-yl)-1-methyl-1H-1,2,3-triazol-5-yl)carbamate ClC12CC(C1)(C2)NC(=O)C=2C=CC(=NC2)C=2N=NN(C2NC(O[C@H](C)C=2C(=NC=C(C2)F)F)=O)C